OC(C(=O)SCCNC(CCNC([C@@H](C(COP(OP(OC[C@@H]1[C@H]([C@H]([C@@H](O1)N1C=NC=2C(N)=NC=NC12)O)OP(=O)(O)O)(=O)O)(=O)O)(C)C)O)=O)=O)=CC1=CC=CC=C1 hydroxycinnamoyl-CoA